OC(C)C=1C(=NC(=CC1)N1C=NC2=C1C=C(C(=C2)NC=2C=NC(=CC2)C)OCCN2CCOCC2)N2N=C(C=C2C)C#N 1-[3-(1-hydroxyethyl)-6-[5-[(6-methyl-3-pyridinyl)amino]-6-(2-morpholinoethoxy)benzimidazol-1-yl]-2-pyridinyl]-5-methyl-pyrazole-3-carbonitrile